3,9,12,18-tetraoxa-6,15-dithiaeicosane-1,19-diene C=COCCSCCOCCOCCSCCOC=C